FC1=CC=C(C=C1)C1=CC=CC=C1 4'-fluoro-(1,1'-biphenyl)